[Cr].[Cu].[Ag] silver-copper-chromium